3-(benzo[d][1,3]dioxan-5-yl)-1-(7-methoxy-1,2,3,4-tetrahydroquinoxalin-1-yl)prop-2-en-1-one S-(3-methylphenyl)(R)-3-cyano-3-phenylthiopropionate CC=1C=C(C=CC1)S=C(C[C@H](C1=CC=CC=C1)C#N)O.O1COCC2=C1C=CC=C2C=CC(=O)N2CCNC1=CC=C(C=C21)OC